COC(=O)C=1C=C(C=C(C1)C(=O)OC)S(=O)(=O)[O-].COCC[N+](C)(CC)CC N-methoxyethyl-N-methyldiethylammonium 3,5-bis(methoxycarbonyl)benzenesulfonate